OC(C(C(=O)O)(O)O)(C)O.O1C(CCCC1)O[C@@H](C)C=1N(C=CN1)CC1=NOC(=C1)C1=CC=C(C=C1)C#CC=1CCNCC1 3-((2-((1S)-1-((tetrahydro-2H-pyran-2-yl)oxy)ethyl)-1H-imidazol-1-yl)methyl)-5-(4-((1,2,3,6-tetrahydropyridin-4-yl)ethynyl)phenyl)isoxazole tetrahydroxy-butyrate